4-methoxy-2-((3-methyl-4-(1-methylpiperidin-4-yl)phenyl)amino)pyrimidine-5-carboxamide COC1=NC(=NC=C1C(=O)N)NC1=CC(=C(C=C1)C1CCN(CC1)C)C